C(#N)C=1C=C(C=CC1)C=1N(C(=C(N1)C)C(=O)OCC)OCC(=O)O 2-{[2-(3-cyanophenyl)-5-(ethoxycarbonyl)-4-methyl-1H-imidazol-1-yl]oxy}acetic acid